2-(2,2-difluorobenzo[d][1,3]dioxol-5-yl)-4,4,5,5-tetramethyl-1,3,2-dioxaborolan FC1(OC2=C(O1)C=CC(=C2)B2OC(C(O2)(C)C)(C)C)F